C(C)(=O)C1=CC=C2C(N(C(C2=C1)=O)CC1=C(C=C(C=C1)Cl)S(=O)(=O)N1CCOCC1)(O)C1=CC=C(C=C1)Cl 6-Acetyl-2-(4-chloro-2-(morpholinosulfonyl)benzyl)-3-(4-chlorophenyl)-3-hydroxyisoindolin-1-one